ClC=1C=C(C=CC1F)NC1=NC2=CC=CC=C2C(=N1)N[C@H](C)C1CCCC1 (R)-N2-(3-chloro-4-fluorophenyl)-N4-(1-cyclopentylethyl)quinazoline-2,4-diamine